2,3-diMethylpentane CC(C)C(CC)C